OC1=CC(=NC(=N1)C)C=O 6-HYDROXY-2-METHYLPYRIMIDINE-4-CARBALDEHYDE